C1(=CC=C(C=C1)C1=NOC(=C1)CO\N=C(/C)\C1=CC=C(C=C1)Cl)C (E)-1-(4-chlorophenyl)ethan-1-one O-((3-(p-tolyl)isoxazol-5-yl)methyl) oxime